ClC1=C(C=2N=C(N=C(C2C(=N1)OC)N1CCOCCC1)OC[C@]12[C@H](N(CCC1)C(=O)OC(C)(C)C)CCC2)F tert-butyl (4aS,7aR)-4a-(((7-chloro-8-fluoro-5-methoxy-4-(1,4-oxazepan-4-yl)pyrido[4,3-d]pyrimidin-2-yl)oxy)methyl)octahydro-1H-cyclopenta[b]pyridine-1-carboxylate